FC(C(=O)N1[C@H](C=2NC3=CC=CC=C3C2C[C@H]1C)C1=C(C=C(C=C1)OCCN1CC(C1)CF)F)(C)C 2-fluoro-1-[(1S,3R)-1-[2-fluoro-4-[2-[3-(fluoromethyl)azetidin-1-yl]ethoxy]phenyl]-3-methyl-1,3,4,9-tetrahydropyrido[3,4-b]indol-2-yl]-2-methyl-propan-1-one